5-(5-{(1S)-1-[3,5-bis(trifluoromethyl)benzamido]ethyl}-3-methyl-1H-1,2,4-triazol-1-yl)pyrazine-2-carboxylic acid FC(C=1C=C(C(=O)N[C@@H](C)C2=NC(=NN2C=2N=CC(=NC2)C(=O)O)C)C=C(C1)C(F)(F)F)(F)F